(4-((2-ethyl-8-fluoro-3-oxo-3,4-dihydroquinoxalin-6-yl)methyl)piperazin-1-yl)-N-(2-methoxyethyl)-6-methylpyridinecarboxamide C(C)C1=NC2=C(C=C(C=C2NC1=O)CN1CCN(CC1)C=1C(=NC(=CC1)C)C(=O)NCCOC)F